ClC1=CC=C(C(=N1)C(=NO)N)O[C@H](C)C=1C=C(C=C2C(C(=C(OC12)C1=NC=CC=C1F)C)=O)C 6-Chloro-3-[(1R)-1-[2-(3-fluoro-2-pyridyl)-3,6-dimethyl-4-oxo-chromen-8-yl]ethoxy]-N'-hydroxy-pyridine-2-carboxamidine